(S)-4-(6-((4-(1-carboxypropan-2-yl)phenoxy)methyl)-1-cyclopentyl-1H-indazol-3-yl)benzoic acid C(=O)(O)C[C@H](C)C1=CC=C(OCC2=CC=C3C(=NN(C3=C2)C2CCCC2)C2=CC=C(C(=O)O)C=C2)C=C1